N-(1,5-dimethyl-1H-pyrazol-3-yl)-3-hydroxyazetidine-3-carboxamide trifluoroacetate FC(C(=O)O)(F)F.CN1N=C(C=C1C)NC(=O)C1(CNC1)O